(2-fluoro-5-(2-(6-(3-hydroxypyrrolidin-1-yl)pyridin-3-yl)-4-oxo-6,7-dihydrothiazolo[5,4-c]pyridin-5(4H)-yl)phenyl)carbamate FC1=C(C=C(C=C1)N1C(C2=C(CC1)N=C(S2)C=2C=NC(=CC2)N2CC(CC2)O)=O)NC([O-])=O